(2S,4S)-4-cyclopentyl-1-((4-phenoxybenzoyl)glycyl)pyrrolidine-2-carboxylic acid C1(CCCC1)[C@@H]1C[C@H](N(C1)C(CNC(C1=CC=C(C=C1)OC1=CC=CC=C1)=O)=O)C(=O)O